OC1=C(C(=CC(=C1CN(C(OC)=O)CC)CCCCC)O)C1=C(C=CC(=C1)C)C(=C)C methyl ((2,6-dihydroxy-5'-methyl-4-pentyl-2'-(prop-1-en-2-yl)-[1,1'-biphenyl]-3-yl)methyl)(ethyl)carbamate